N-((7-chloro-4-oxochroman-2-yl)methyl)acetamide ClC1=CC=C2C(CC(OC2=C1)CNC(C)=O)=O